3-(5-(4-(2-(1-(5-(5-methyl-5H-pyrido[4,3-b]indol-7-yl)pyridin-2-yl)piperidin-4-yl)ethyl)piperazin-1-yl)-1-oxoisoindolin-2-yl)piperidine-2,6-dione CN1C2=C(C=3C=CC(=CC13)C=1C=CC(=NC1)N1CCC(CC1)CCN1CCN(CC1)C=1C=C3CN(C(C3=CC1)=O)C1C(NC(CC1)=O)=O)C=NC=C2